N-ethyl-N'-(5-fluoro-2-methyl-4-(3-((4-(trifluoromethoxy)benzyl)oxy)oxetan-3-yl)phenyl)-N-methylformimidamide C(C)N(C=NC1=C(C=C(C(=C1)F)C1(COC1)OCC1=CC=C(C=C1)OC(F)(F)F)C)C